N1=C(C=CC2=CC=CC=C12)C1(OC(=C(C1=O)O[Si](C)(C)C)N)C 2-(2-quinolinyl)-2-methyl-4-trimethylsiloxy-5-amino-3(2H)-furanone